tert-butyl 4-({2,2-difluoro-6-[4-(methoxycarbonyl)-2-(oxetan-3-ylamino)phenyl]-7-azaspiro[3.5]nonan-7-yl}methyl)-5-methoxy-7-methylindole-1-carboxylate FC1(CC2(C1)CC(N(CC2)CC2=C1C=CN(C1=C(C=C2OC)C)C(=O)OC(C)(C)C)C2=C(C=C(C=C2)C(=O)OC)NC2COC2)F